FC(OC1=CC=C(C=C1)N1CCN(CC1)C(COCCOCCOCCOCC)CC)(F)F 14-(4-(4-(trifluoromethyloxy)phenyl)piperazin-1-yl)-3,6,9,12-tetraoxahexadecane